vinyl-dimethyl-benzene C(=C)C=1C(=C(C=CC1)C)C